C(C)(=O)OC[C@H]1O[C@H]([C@@H]([C@H]([C@H]1OC(C)=O)OC(C)=O)NC(C)=O)OCCOCCOCC=O [(2R,3R,4R,5R,6R)-5-acetamido-3,4-diacetoxy-6-[2-[2-(2-oxoethoxy)ethoxy]ethoxy]-tetrahydropyran-2-yl]methyl acetate